NC1=C2C(=NC=N1)N(N=C2N2C(=C(C1=CC=CC=C21)C)C(=O)NC)C(C)(C)C (4-amino-1-tert-butyl-pyrazolo[3,4-d]pyrimidin-3-yl)-N,3-dimethyl-1H-indole-2-carboxamide